FC=1C=C(C=C(C1)F)C=1C=NC=C(C1N1CC2(CCN2C(=O)OC(C)(C)C)CC1)C(=O)OC tert-butyl 6-(3-(3,5-difluorophenyl)-5-(methoxycarbonyl)pyridin-4-yl)-1,6-diazaspiro[3.4]octane-1-carboxylate